ClC=1C=C(C=CC1)C1=NSC(=N1)C1=NC=CC=C1 3-(3-chlorophenyl)-5-(pyridin-2-yl)-1,2,4-thiadiazole